5-fluoro-2-phenylquinazolin-4(3H)-one FC1=C2C(NC(=NC2=CC=C1)C1=CC=CC=C1)=O